N-[5-[4-[(3-bromo-4-pyridyl)amino]cyclohexoxy]-7-morpholino-1,6-naphthyridin-3-yl]methanesulfonamide BrC=1C=NC=CC1NC1CCC(CC1)OC1=C2C=C(C=NC2=CC(=N1)N1CCOCC1)NS(=O)(=O)C